(R)-4-(5-methylthiazol-2-yl)-2-(2,2,2-trifluoroethyl)-N-(1-(2-(trifluoromethyl)pyrimidin-5-yl)ethyl)-2H-indazole-6-carboxamide CC1=CN=C(S1)C=1C2=CN(N=C2C=C(C1)C(=O)N[C@H](C)C=1C=NC(=NC1)C(F)(F)F)CC(F)(F)F